2,3-dichloromaleimide ClC=1C(=O)NC(C1Cl)=O